NC=1N=CC2=C(N1)N(C(C(=C2)N2CCN(C1=C(C=CC=C21)C)C(C=C)=O)=O)C2=CC(=C(C=C2)OCCN(C)C)F 2-amino-8-[4-[2-(dimethylamino)ethoxy]-3-fluoro-phenyl]-6-(5-methyl-4-prop-2-enoyl-2,3-dihydroquinoxalin-1-yl)pyrido[2,3-d]pyrimidin-7-one